6-methyl-2-(1H-pyrrol-1-yl)-N-(3-(4'-(trifluoromethoxy)-[1,1'-biphenyl]-4-yl)propyl)thieno[2,3-d]pyrimidin-4-amine CC1=CC2=C(N=C(N=C2NCCCC2=CC=C(C=C2)C2=CC=C(C=C2)OC(F)(F)F)N2C=CC=C2)S1